C(C)(C)(C)OC(=O)N(C1=CC=2N(C=C1)N=CC2C2=CC(=CC(=N2)N2CCN(CC2)C(=O)OC(C)(C)C)Cl)C tert-butyl 4-(6-(5-((tert-butoxycarbonyl)(methyl)amino)-pyrazolo[1,5-a]pyridin-3-yl)-4-chloropyridin-2-yl)piperazine-1-carboxylate